N-tert-butyl-3-(4-fluorophenyl)-5-nitrobenzamide C(C)(C)(C)NC(C1=CC(=CC(=C1)[N+](=O)[O-])C1=CC=C(C=C1)F)=O